C(C)(C)(C)OC(=O)O[C@@H]1[C@H]([C@H](N(C1)C(=O)OC(C)(C)C)CC1=CC=C(C=C1)OC)OC(=O)C1CCS(CC1)(=O)=N tert-butyl (2R,3S,4S)-4-[(tert-butoxycarbonyl)oxy]-3-(1-imino-1-oxo-1lambda6-thiane-4-carbonyloxy)-2-[(4-methoxyphenyl) methyl]pyrrolidine-1-carboxylate